C1=COC(=O)C(=C1)Br bromopyrone